Cl.C(C1=CC=CC=C1)C1(CCC1)CNC(=O)C=1C=NC=C(C1)O N-[(1-benzylcyclobutyl)methyl]-5-hydroxypyridine-3-carboxamide hydrochloride